C1(=CC=CC=C1)N1C(N(C(CC1=O)=O)C1=CC=CC=C1)=O 1,3-Diphenyl-pyrimidine-2,4,6(1H,3H,5H)-trione